O=C1N(C(C2=CC=CC=C12)=O)CC12CC(CC(N1C(=O)OC(C)(C)C)C2)C tert-butyl cis-1-((1,3-dioxoisoindolin-2-yl)methyl)-3-methyl-6-azabicyclo[3.1.1]heptane-6-carboxylate